ClC1=C(N=CC=2NC([C@@H](N=C(C21)C2=C(C=CC=C2F)F)C)=O)Cl (3S)-6,7-dichloro-5-(2,6-difluorophenyl)-3-methyl-1,3-dihydropyrido[3,4-e][1,4]diazepine-2-One